CN(CC(=O)NC=1C=C2CC(CC2=C(C1)F)C=O)C 2-(dimethylamino)-N-(7-fluoro-2-formyl-indan-5-yl)acetamide